C1(CC1)COC(COC1=C(C=CC=C1)OC1=C(C=C(C(=C1)N1C(N(C(=CC1=O)C(F)(F)F)C)=O)F)C#N)=O (2-{2-cyano-4-fluoro-5-[3-methyl-2,6-dioxo-4-(trifluoromethyl)-3,6-dihydropyrimidin-1(2H)-yl]phenoxy}phenoxy)acetic acid cyclopropylmethyl ester